C(CCCCCCC)OC(CCCCCCC(CC)OCC1=CC=CC=C1)OCCCCCCCC 10,10-dioctyloxy-3-benzyloxydecane